FC=1C=CC2=C(C(=C(O2)[C@H](C(C)C)NC(NC=2C=C(C=CC2)S(=O)(=O)N)=O)C)C1 (S)-3-(3-(1-(5-fluoro-3-methylbenzofuran-2-yl)-2-methylpropyl)ureido)benzenesulfonamide